ClC(C1=NN=NC(=N1)C(Cl)(Cl)Cl)(Cl)Cl 4,6-bis(trichloromethyl)-1,3,5-triazazine